2-(2,2-difluoroethoxy)-1,3,2-dioxaphospholane FC(COP1OCCO1)F